[4-(dimethylamino sulfonyl) phenyl] dimethyl phosphate P(=O)(OC1=CC=C(C=C1)S(=O)(=O)N(C)C)(OC)OC